ClC1=C(C=CC=C1)C1=NOC(=C1)C(=O)N1CC2(C1)C=C(C(C(C2)(C)C)=O)C#N 2-[3-(2-chlorophenyl)-1,2-oxazole-5-carbonyl]-8,8-dimethyl-7-oxo-2-azaspiro[3.5]non-5-ene-6-carbonitrile